OC1(CCN(CC1)C(C[C@@H](C)C1=CC=CC=C1)=O)CN1N=CC(=CC1=O)C1=CC=CC=C1 (R)-2-((4-hydroxy-1-(3-phenylbutyryl)piperidin-4-yl)methyl)-5-phenylpyridazin-3(2H)-one